C(C)OP(=O)(OCC)CCCP(OCCCC)(OCCCC)=O Dibutyl (3-(diethoxyphosphoryl)propyl)phosphonate